ClC=1C=C(OC2CCC(CC2)NC(=O)C=2N=NC(=CC2)N2CC(CCC2)C=O)C=CC1C#N N-((1r,4r)-4-(3-Chloro-4-cyanophenoxy)cyclohexyl)-6-(3-formylpiperidin-1-yl)pyridazine-3-carboxamide